C1(CC1)C1=NC=NC(=C1C=1N=CC2=C(N1)NC1=C2C=CN=C1)OC 2-(4-cyclopropyl-6-methoxypyrimidin-5-yl)-9H-pyrido[4',3':4,5]pyrrolo[2,3-d]pyrimidine